FC(C(=O)O)(F)F.ClC=1N=CC(=NC1)N1CC2NC(C1)C2 3-(5-chloropyrazin-2-yl)-3,6-diazabicyclo[3.1.1]Heptane trifluoroacetate